N(=[N+]=[N-])CCC(COC1=C(C#N)C=CC=C1Br)CO 2-(4-azido-2-(hydroxymethyl)butoxy)-3-bromobenzonitrile